methyl 3-amino-4-methylthiophene-2-carboxylate (methyl 3-amino-4-methylthiophene-2-carboxylate) CC1=C(C(=C(S1)C(=O)O)N)C.NC1=C(SC=C1C)C(=O)OC